1-(4-benzimidazol-1-yl-phenyl)-3-[5-tert-butyl-2-(4-fluoro-phenyl)-2H-pyrazol-3-yl]-urea N1(C=NC2=C1C=CC=C2)C2=CC=C(C=C2)NC(=O)NC=2N(N=C(C2)C(C)(C)C)C2=CC=C(C=C2)F